fluorenetetra-carboxylic acid tetrasodium salt [Na+].[Na+].[Na+].[Na+].C1(=C(C(=C(C=2C3=CC=CC=C3CC12)C(=O)[O-])C(=O)[O-])C(=O)[O-])C(=O)[O-]